C1=CC=CC=2C=3C=CC4=C(C3NC12)OC1=C4C=CC=C1 12H-benzofuro[2,3-a]carbazole